C(C)(C)(C)OC(NC=1C=C2CCC(NC2=CC1)C1=CC=CC=C1)=O (2-phenyl-1,2,3,4-tetrahydroquinolin-6-yl)carbamic acid tert-butyl ester